C(N)(OCCC)=O 3-propyl carbamate